(2-([CYCLOPENTYL(ETHYL)AMINO]METHYL)-5-FLUOROPHENYL)BORANEDIOL C1(CCCC1)N(CC)CC1=C(C=C(C=C1)F)B(O)O